N1CCC(CC1)C1=CC=C(CN2C(NC(CC2)=O)=O)C=C1 (4-(piperidin-4-yl)benzyl)dihydropyrimidine-2,4(1H,3H)-dione